5-((6-(2,6-dichlorophenyl)-8-methyl-7-oxo-7,8-dihydropyrido[2,3-d]pyrimidin-2-yl)amino)-2-((1-ethyl-1H-pyrazol-3-yl)oxy)nicotinic acid ClC1=C(C(=CC=C1)Cl)C1=CC2=C(N=C(N=C2)NC=2C=NC(=C(C(=O)O)C2)OC2=NN(C=C2)CC)N(C1=O)C